C(C=C)(=O)N1C[C@@H](N(CC1)C=1C2=C(N(C(N1)=O)C=1C(=NC=CC1C)C(C)C)N=C(C(=C2)F)C=2C(=NC=CC2)SC)C (S)-4-(4-propenoyl-2-methylpiperazin-1-yl)-6-fluoro-1-(2-isopropyl-4-methylpyridin-3-yl)-7-(2-(methylthio)pyridin-3-yl)pyrido[2,3-d]pyrimidin-2(1H)-one